N-(3-(1-cyclopropyl-1H-pyrazol-4-yl)-5-methoxyphenyl)-6-(trifluoromethoxy)quinolin-4-amine C1(CC1)N1N=CC(=C1)C=1C=C(C=C(C1)OC)NC1=CC=NC2=CC=C(C=C12)OC(F)(F)F